2-(7-(((1s,3s)-3-hydroxy-3-methylcyclobutyl)amino)-2,3-dihydrofuro[2,3-d]pyridazin-4-yl)-5-(trifluoromethyl)phenol OC1(CC(C1)NC=1N=NC(=C2C1OCC2)C2=C(C=C(C=C2)C(F)(F)F)O)C